ClC1=CC=C(C[C@@H]2[C@H](C2)C(=O)N2CCC(CC2)NC(COC2=CC=C(C=C2)Cl)=O)C=C1 N-(1-((1S,2R)-2-(4-chlorobenzyl)cyclopropane-1-carbonyl)piperidin-4-yl)-2-(4-chlorophenoxy)acetamide